n-butenol C(=CCC)O